[Hg].N=1NN=NC1CC=1C=CC(=C(CC=2C(=NC(=NC2C)N)NC(CO)CCC)C1)OC 2-((5-(5-((2H-tetrazol-5-yl)methyl)-2-methoxybenzyl)-2-amino-6-methylpyrimidin-4-yl)amino)pentan-1-ol mercury